phthalazine-2(1H)-carboxylic acid tert-butyl ester C(C)(C)(C)OC(=O)N1CC2=CC=CC=C2C=N1